C(N)(=O)[C@@H]1C[C@@]2(CN1)C(NC1=CC=CC=C12)=O (3R,5'S)-5'-carbamoyl-2-oxospiro[indoline-3,3'-pyrroline]